FC[C@@H]1[C@@H](CNC1)NC(OC(C)(C)C)=O Cis-tert-Butyl N-[4-(fluoromethyl)pyrrolidin-3-yl]carbamate